(3,3-bis(benzofuran-2-yl)allyl)-3-(4-bromobenzoylmethyl)benzimidazole bromide salt [Br-].O1C(=CC2=C1C=CC=C2)C(=CCC=2N(C1=C(N2)C=CC=C1)CC(C1=CC=C(C=C1)Br)=O)C=1OC2=C(C1)C=CC=C2